C1=CC=C2C3=C1C=1C=CC=CC1C=C3CC3=CC=CC=C23 benzo[fg]naphthacene